3-(4-(2-(3-aminopyrrolidin-1-yl)ethoxy)phenyl)-1-(3-fluorophenyl)-6-methylpyrimidin NC1CN(CC1)CCOC1=CC=C(C=C1)N1CN(C(=CC1)C)C1=CC(=CC=C1)F